ClC1=NC(=NC2=C(C=C(C=C12)S(=O)(=O)NC1(CC1)C#N)Cl)C 4,8-dichloro-N-(1-cyanocyclopropyl)-2-methylquinazoline-6-sulfonamide